OC1CN2C3=C(C=C2CC1N1C(CCC1)=O)C=C(C=N3)C(F)(F)F 1-(8-hydroxy-3-(trifluoromethyl)-6,7,8,9-tetrahydropyrido[3,2-b]indolizin-7-yl)-2-oxopyrrolidin